BrC1=CC=C(C=C1)OCCCC 1-bromo-4-butoxybenzene